(trans)-3-acetoxy-5,7-dihydroxy-2-(3,4,5-trihydroxyphenyl)chroman-4-one C(C)(=O)O[C@H]1[C@@H](OC2=CC(=CC(=C2C1=O)O)O)C1=CC(=C(C(=C1)O)O)O